(9H-fluoren-9-yl)-methyl-((S)-1-(((S)-1-((4-(aminomethyl) phenyl) amino)-1-oxo-5-ureidopentyl-2-yl) amino)-3-methyl-1-oxobutyl-2-yl)-carbamate trifluoroacetate FC(C(=O)O)(F)F.C1=CC=CC=2C3=CC=CC=C3C(C12)CC[C@@H](C(C(=O)N=C(C(=O)NC1=CC=C(C=C1)CN)CCCNC(=O)N)=NC(O)=O)C